FC1=C(C(=O)O)C=CC=C1N(C(C1=CC=C(C=C1)C#N)=O)CC1CC1 2-fluoro-3-(N-(cyclopropylmethyl)-4-cyanobenzamido)benzoic acid